4-Bromo-3-(2-chloro-5-fluorophenyl)-2-[(4-methoxyphenyl)methyl]-2,3,6,7-tetrahydro-1H-pyrrolo[4,3-f]isoquinoline-1,6-dione BrC1=C2C(=C3C=CNC(C3=C1)=O)C(N(C2C2=C(C=CC(=C2)F)Cl)CC2=CC=C(C=C2)OC)=O